N-(1-cyanocyclopropyl)-9H-pyrimido[4,5-b]Indole-7-sulfonamide C(#N)C1(CC1)NS(=O)(=O)C1=CC=C2C3=C(NC2=C1)N=CN=C3